tert-butyl 4-(2,6-dichloro-3-quinolyl)piperazine-1-carboxylate ClC1=NC2=CC=C(C=C2C=C1N1CCN(CC1)C(=O)OC(C)(C)C)Cl